OC(CC(=O)OCC(COC(CCCCCCC\C=C/C\C=C/CCCCC)=O)OC(CC(C)O)=O)C 3-(((9Z,12Z)-octadeca-9,12-dienoyl)oxy)propane-1,2-diyl bis(3-hydroxybutanoate)